N-acryl-iminodiacetic acid diethyl ester C(C)OC(CN(CC(=O)OCC)C(=O)C=C)=O